Ethyl (2s,4s)-6,8-dioxo-5,7-diazaspiro[3.4]octane-2-carboxylate O=C1NC2(CC(C2)C(=O)OCC)C(N1)=O